5',6'-bis(4-(9H-carbazol-9-yl)phenyl)-4''-(9H-carbazol-9-yl)-4'-(2,6-diphenylpyridin-3-yl)-4-(3-methyl-9H-carbazol-9-yl)-[1,1':2',1''-terphenyl]-3'-carbonitrile C1=CC=CC=2C3=CC=CC=C3N(C12)C1=CC=C(C=C1)C=1C(=C(C(=C(C1C1=CC=C(C=C1)N1C2=CC=CC=C2C=2C=CC=CC12)C1=CC=C(C=C1)N1C2=CC=CC=C2C=2C=C(C=CC12)C)C1=CC=C(C=C1)N1C2=CC=CC=C2C=2C=CC=CC12)C#N)C=1C(=NC(=CC1)C1=CC=CC=C1)C1=CC=CC=C1